C(C)(C)(C)OC(=O)NC1=NC=C(C(=C1)OC1=C(C=C(C=C1)NC1=C(C(=O)O)C=CC=N1)F)Cl 2-((4-((2-((tert-butoxycarbonyl)amino)-5-chloropyridin-4-yl)oxy)-3-fluorophenyl)amino)nicotinic acid